FC=1C=C(C=C(C1OC1=C2C(=NC=C1)N(C=C2C2C(OCCC2)C)S(=O)(=O)C2=CC=C(C=C2)C)F)NC(=O)NCC2(COC2)C(C)C (+/-)-N-[3,5-difluoro-4-({1-(4-methylbenzene-1-sulfonyl)-3-[2-methyloxan-3-yl]-1H-pyrrolo[2,3-b]pyridin-4-yl}oxy)phenyl]-N'-{[3-(propan-2-yl)oxetan-3-yl]methyl}urea